(E)-3-(4-hydroxy-3-(methylamino)styryl)-5-methoxy-4-(3-methylbut-2-en-1-yl)phenol OC1=C(C=C(/C=C/C=2C=C(C=C(C2CC=C(C)C)OC)O)C=C1)NC